2-(4-bromophenyl)-5-cyclopropyltetrahydrofuran BrC1=CC=C(C=C1)C1OC(CC1)C1CC1